[3-(acrylamido)propyl]trimethyl-ammonium chloride [Cl-].C(C=C)(=O)NCCC[N+](C)(C)C